C1(CCCCC1)COC=1C=CC(=NC1)C1(CCCC1)C(=O)N[C@@H](C)C1=CC=C(C(=O)O)C=C1 4-[(1S)-1-[[1-[5-(cyclohexylmethoxy)-2-pyridinyl]cyclopentanecarbonyl]amino]ethyl]benzoic acid